1-{[2-(trimethylsilyl)ethoxy]methyl}-1H-pyrazolo[3,4-b]pyridin-4-amine C[Si](CCOCN1N=CC2=C1N=CC=C2N)(C)C